(R)-(3-(ethoxymethyl)-3-phenethylpyrrolidin-1-yl)(6-methylpyridin-3-yl)methanone C(C)OC[C@]1(CN(CC1)C(=O)C=1C=NC(=CC1)C)CCC1=CC=CC=C1